[Br-].C(C=C)[N@@+](C1=CC=CC=C1)(C)CC |r| Racemic-N-allyl-N-ethyl-N-methylbenzenaminium bromide